C(CCCCC)C1(CCCC1)C=1C=C(C=2[C@H]3[C@H](C(OC2C1)(C)C)CC=C(C3)C)O (6Ar,10aR)-3-(1-hexylcyclopentyl)-6,6,9-trimethyl-6a,7,10,10a-tetrahydrobenzo[c]chromen-1-ol